CC1(CC(C2=C(C1)N1CCC3=CC=CC=C3C1CC21SCCCS1)=O)C 2,3,4,5,6,10b,11,12-octahydro-3,3-dimethyl-spiro[4b-aza-chrysen-12,2'-[1,3]dithian]-1-one